CN1C([C@@H](C1)NC(=O)C1=CN=C2N1N=C(C=C2NC)NC=2C(N(C=CC2)C2=NC=CC=C2)=C=O)=C=O (R)-N-(1-methyl-2-carbonylazetidin-3-yl)-8-(methylamino)-6-((2-carbonyl-2H-[1,2'-bipyridine]-3-yl)amino)imidazo[1,2-b]pyridazine-3-carboxamide